ClC=1C=C(C=C(C1)Cl)S 3,5-Dichlorobenzenethiol